N-(3-(5-((1H-pyrazol-4-yl)sulfonyl)-2-(difluoromethoxy)phenyl)-1-methyl-1H-pyrazol-4-yl)pyrazolo[1,5-a]pyrimidine-3-carboxamide N1N=CC(=C1)S(=O)(=O)C=1C=CC(=C(C1)C1=NN(C=C1NC(=O)C=1C=NN2C1N=CC=C2)C)OC(F)F